O1-methylene (2S,2'S)-bis(2-((tert-butoxycarbonyl) amino) succinate) C(C)(C)(C)OC(=O)N[C@H](C(=O)OCOC(C(CC(=O)[O-])NC(=O)OC(C)(C)C)=O)CC(=O)[O-]